Prop-2-en-1-yl (2S,3S)-3-(4-chlorophenyl)-3-[(1R)-1-(4-chlorophenyl)-7-fluoro-5-[(1s)-1-hydroxy-1-(oxan-4-yl)propyl]-1-methoxy-3-oxo-2,3-dihydro-1H-isoindol-2-yl]-2-methylpropanoate ClC1=CC=C(C=C1)[C@H]([C@@H](C(=O)OCC=C)C)N1[C@@](C2=C(C=C(C=C2C1=O)[C@](CC)(C1CCOCC1)O)F)(OC)C1=CC=C(C=C1)Cl